COC(\C=C/C=C\C(=O)O)=O Cis,Cis-Muconic Acid Monomethyl Ester